NC=1C=C(C(=NC1)NC(C1=C(C=C(C(=C1)F)N1N=C2N(CCCC2)C1=O)O[C@@H](C)C1CCCCC1)=O)C N-(5-amino-3-methylpyridin-2-yl)-2-[(1S)-1-cyclohexylethoxy]-5-fluoro-4-(3-oxo-5,6,7,8-tetrahydro[1,2,4]triazolo[4,3-a]pyridin-2(3H)-yl)benzamide